C(C=C)(=O)N1C[C@H](NCC1)C 4-acryloyl-(R)-2-methylpiperazin